ClC1=C(C=CC(=C1)C#N)C=1C=CC(=C2C=CC=NC12)C[C@@H](C(=O)O)NC(C1=C(C=C(C=C1F)OC)F)=O (S)-3-(8-(2-chloro-4-cyanophenyl)quinolin-5-yl)-2-(2,6-difluoro-4-methoxybenzoylamino)propionic acid